2-(5-chloro-3,3-dimethyl-2-methyleneindolin-1-yl)ethanol ClC=1C=C2C(C(N(C2=CC1)CCO)=C)(C)C